BrC1=CC(=C(CSC2=NN=C(N2C2=CC=C(C(=O)O)C=C2)C2=CC=C(C=C2)OC)C=C1)F 4-(3-((4-bromo-2-fluorobenzyl)thio)-5-(4-methoxyphenyl)-4H-1,2,4-triazol-4-yl)benzoic acid